S=C1CC[C@H](N1CC1=C(C(=CC(=C1)F)F)F)CC(=O)N[C@@H](C(C)C)C(=O)N[C@@H](CC(C)C)C(=O)OC Methyl (2-((S)-5-thioxo-1-(2,3,5-trifluorobenzyl)pyrrolidin-2-yl)acetyl)-L-valyl-L-leucinate